(4-(2-cyanopropane-2-yl)phenyl)boronic acid C(#N)C(C)(C)C1=CC=C(C=C1)B(O)O